N-(5-((6-((R)-3-(3-chloro-4-fluorophenyl)isoxazolidine-2-yl)pyrimidine-4-yl)amino)-2-(4-(4-cyclopropylpiperazine-1-yl)piperidine-1-yl)-4-methoxyphenyl)acrylamide ClC=1C=C(C=CC1F)[C@@H]1N(OCC1)C1=CC(=NC=N1)NC=1C(=CC(=C(C1)NC(C=C)=O)N1CCC(CC1)N1CCN(CC1)C1CC1)OC